methyl aminoundecanoate NC(C(=O)OC)CCCCCCCCC